4-[[(tert-butyldiphenylsilyl)oxy]methyl]-1-(cyclohex-1-en-1-yl)imidazole [Si](C1=CC=CC=C1)(C1=CC=CC=C1)(C(C)(C)C)OCC=1N=CN(C1)C1=CCCCC1